N-(2-methyl-3-ethylphenyl)-N'-phenyl-1,4-phenylenediamine CC1=C(C=CC=C1CC)NC1=CC=C(C=C1)NC1=CC=CC=C1